(2R,3S)-1-diphenylmethyl-2-methyl-3-((methanesulfonyl)methyl)azetidine C1(=CC=CC=C1)C(N1[C@@H]([C@H](C1)CS(=O)(=O)C)C)C1=CC=CC=C1